(2,3,6-TRIFLUOROPHENYL)ACETALDEHYDE FC1=C(C(=CC=C1F)F)CC=O